(±)-2-methoxy-1-(2-(2,2,2-trifluoroethoxy)pyridin-4-yl)ethan-1-amine hydrochloride Cl.COC[C@H](N)C1=CC(=NC=C1)OCC(F)(F)F |r|